N-(2-phenylcyclopropyl)-9H-purin-6-amine C1(=CC=CC=C1)C1C(C1)NC1=C2N=CNC2=NC=N1